5-chloro-2-(piperidin-4-yl)isoindoline hydrochloride Cl.ClC=1C=C2CN(CC2=CC1)C1CCNCC1